(3-(3-chloro-5',6-dimethyl-2-oxo-4-((1S,2S)-2-(4,4,5,5-tetramethyl-1,3,2-dioxaborolan-2-yl)cyclopropyl)-2H-[1,4'-bipyridin]-2'-yl)-2-fluorophenyl)-1-methylcyclopropane-1-carboxamide ClC=1C(N(C(=CC1[C@@H]1[C@H](C1)B1OC(C(O1)(C)C)(C)C)C)C1=CC(=NC=C1C)C=1C(=C(C=CC1)C1C(C1)(C(=O)N)C)F)=O